[(3-chloro-2-methoxyphenyl)amino]-2-(3-{2-[2-(prop-2-enoyl)-2-azabicyclo[2.1.1]hexan-1-yl]ethynyl}pyridin-4-yl)-1H,5H,6H,7H-pyrrolo[3,2-c]pyridin-4-one ClC=1C(=C(C=CC1)NN1C(=CC=2C(NCCC21)=O)C2=C(C=NC=C2)C#CC21N(CC(C2)C1)C(C=C)=O)OC